FC(C(=O)O)(F)F.BrC1=CN=C(N1C)C(=O)NC1=CC(=C(C(=O)O)C=C1)Cl 4-(5-bromo-1-methyl-1H-imidazole-2-carboxamido)-2-chlorobenzoic acid trifluoroacetate